tert-butyl N-[2-[2-[2-[1-(2,6-dioxo-3-piperidyl)-3-methyl-2-oxo-benzimidazol-5-yl]oxyethoxy]ethoxy]ethyl]carbamate O=C1NC(CCC1N1C(N(C2=C1C=CC(=C2)OCCOCCOCCNC(OC(C)(C)C)=O)C)=O)=O